CC1=C(C=CC(=C1)C)C1=C(C=C(C=C1)F)F 2',4'-dimethyl-2,4-difluorobiphenyl